N-(4-((4-(8-aminooctyl)phenyl)carbamoyl)benzyl)-N-cyclopropyl-3-oxo-3,4-dihydro-2H-benzo[b][1,4]oxazine-7-carboxamide 2,2,2-trifluoroacetate FC(C(=O)O)(F)F.NCCCCCCCCC1=CC=C(C=C1)NC(=O)C1=CC=C(CN(C(=O)C=2C=CC3=C(OCC(N3)=O)C2)C2CC2)C=C1